2'-bromothioacetanilide BrC1=C(NC(C)=S)C=CC=C1